O=C1NC(CCC1N1C(C2=CC=C(C=C2C1=O)NC1CC(C1)OC1=CC=C(C=C1)C(C)(C)C1=CC=C(C=C1)OC1=CC=C(C=C1)C=1OC(=NN1)C)=O)=O 2-(2,6-dioxopiperidin-3-yl)-5-((1r,3r)-3-(4-(2-(4-(4-(5-methyl-1,3,4-oxadiazol-2-yl)phenoxy)phenyl)propan-2-yl)phenoxy)cyclobutyl)aminoisoindoline-1,3-dione